C1=C(C=CC2=CC=CC=C12)C1=CC=C(C=C1)NC1=CC=C(C(=C1)C1=CC=CC=C1)C1=CC=C(C=C1)C1=CC=CC=C1 N-{4-(naphthalen-2-yl)phenyl}-N-(6-phenyl-1,1':4',1''-terphenyl-4-yl)amine